ClC1=C(C=CC(=C1)O)/C=C/C(=O)OCC Ethyl (E)-3-(2-chloro-4-hydroxyphenyl)acrylate